1-methylazacyclopentan-2-one CN1C(CCC1)=O